C[C@@H]1[C@H]([C@@H]([C@H]([C@H](O1)OP(=O)(O)OP(=O)(O)OC/C=C(/C)\\CC/C=C(/C)\\CC/C=C(/C)\\CC/C=C(/C)\\CC/C=C(/C)\\CC/C=C(/C)\\CC/C=C(/C)\\CC/C=C(\\C)/CC/C=C(\\C)/CC/C=C(\\C)/CCC=C(C)C)NC(=O)C)O[C@@H]2[C@@H]([C@H]([C@H]([C@H](O2)CO)O[C@@H]3[C@@H]([C@H]([C@H]([C@H](O3)CO)O[C@@H]4[C@@H]([C@H]([C@H]([C@H](O4)CO)O[C@@H]5[C@@H]([C@H]([C@H]([C@H](O5)CO)O[C@@H]6[C@@H]([C@H]([C@H]([C@H](O6)CO)O)O)NC(=O)C)O)NC(=O)C)O[C@H]7[C@@H]([C@H]([C@@H]([C@H](O7)CO)O)O)O)NC(=O)C)O)NC(=O)C)O)NC(=O)C)NC(=O)C The molecule is a polyprenyl glycosyl phosphate consisting of the heptasaccharide [alpha-D-GalNAc-(1->4)]2-[beta-D-Glc-(1->3)]-[alpha-D-GalNAc-(1->4)]2-alpha-D-GalNAc-(1->3)-alpha-D-diNAcBac linked via a diphospho group to tritrans,heptacis-undecaprenol. It is a conjugate acid of an [alpha-D-GalNAc-(1->4)]2-[beta-D-Glc-(1->3)]-[alpha-D-GalNAc-(1->4)]2-alpha-D-GalNAc-(1->3)-alpha-D-diNAcBac-tritrans,heptacis-undecaprenyl diphosphate(2-).